3-(4-(((2-fluoro-4-methoxyphenethyl)(7-(trifluoromethyl)benzo-[d]thiazol-2-yl)amino)methyl)phenyl)propiolic acid FC1=C(CCN(C=2SC3=C(N2)C=CC=C3C(F)(F)F)CC3=CC=C(C=C3)C#CC(=O)O)C=CC(=C1)OC